1-decyl-pyrrole bromine salt [Br].C(CCCCCCCCC)N1C=CC=C1